4-chlorobenzyl (4-((4,6-dimethylnicotinamido)meth-yl)phenyl)carbamate CC1=CC(=NC=C1C(=O)NCC1=CC=C(C=C1)NC(OCC1=CC=C(C=C1)Cl)=O)C